C(C)OC(C(C(=C)C)C=1C(=C(C(=O)O)C=C(C1)OC1=C(C=C(C=C1)C(F)(F)F)Cl)[N+](=O)[O-])=O 1-ethoxy-3-methyl-1-oxobut-3-en-2-yl-5-[2-chloro-4-(trifluoromethyl)phenoxy]-2-nitrobenzoic acid